3-bromo-2,4-dichlorobenzoic acid methyl ester COC(C1=C(C(=C(C=C1)Cl)Br)Cl)=O